4-tetraphenyl-butyl-lithium C1(=CC=CC2=CC=C3C=C4C=CC=CC4=CC3=C12)CCCC[Li]